CC1(CC1)C=1C=C(C=CC1)C(C)=O 1-(3-(1-methylcyclopropyl)phenyl)ethan-1-one